CC1(CCC2(CO2)CC1)C 6,6-dimethyl-1-oxaspiro[2.5]octane